3-(4-(3',4'-Dimethoxy-[1,1-biphenyl]-4-yl)-1H-1,2,3-triazol-1-yl)benzoic acid COC=1C=C(C=CC1OC)C1=CC=C(C=C1)C=1N=NN(C1)C=1C=C(C(=O)O)C=CC1